NC[C@H](CC(=O)OC1=C2C(=CNC2=CC=C1)C(C([2H])([2H])N(C([2H])([2H])[2H])C([2H])([2H])[2H])([2H])[2H])CC(C)C 3-(2-(bis(methyl-d3)amino)ethyl-1,1,2,2-d4)-1H-indol-4-yl (S)-3-(aminomethyl)-5-methylhexanoate